[Si](C)(C)(C(C)(C)C)OCC1=CC(=C(O[C@H]2[C@@H]([C@H]([C@@H]([C@H](O2)C(=O)OCC=C)OC(=O)OCC=C)OC(=O)OCC=C)OC(=O)OCC=C)C=C1)[N+](=O)[O-] prop-2-en-1-yl (2S,3S,4S,5R,6S)-6-(4-{[(tert-butyldimethylsilyl)oxy]methyl}-2-nitrophenoxy)-3,4,5-tris({[prop-2-en-1-yloxy]carbonyl}oxy)oxane-2-carboxylate